CN1N=CC=C1C(=O)N[C@H](C(NC1=NC=CC(=C1)[C@@H](CC)N1C(N[C@@H](C1)C(F)(F)F)=O)=O)C1CCC(CC1)C 1-methyl-N-((S)-1-((1r,4S)-4-methylcyclohexyl)-2-oxo-2-((4-((R)-1-((S)-2-oxo-4-(trifluoromethyl)imidazolidin-1-yl)propyl)pyridin-2-yl)amino)ethyl)-1H-pyrazole-5-carboxamide